3-bromo-4-fluoro-N-methylbenzamide BrC=1C=C(C(=O)NC)C=CC1F